1-phenyl-quinol C1(=CC=CC=C1)C1(O)CC=C(O)C=C1